C(C1=CC=CC=C1)OC(=O)N[C@H](C=1N=C2N(N=C(C=C2)CC2(C(NCC(C2)(F)F)=O)C(=O)OC)C1)C1CCCCCC1 methyl 3-((2-((S)-(((benzyloxy)carbonyl)amino) (cycloheptyl)methyl)imidazo[1,2-b]pyridazin-6-yl)methyl)-5,5-difluoro-2-oxopiperidine-3-carboxylate